C1(CC1)CC=1SC2=NC(=CC=C2N1)C(C)O 1-(2-(cyclopropylmethyl)thiazolo[5,4-b]pyridin-5-yl)ethan-1-ol